4-(2-methylolacryloyloxy)methylbenzophenone C(O)C(C(=O)OCC1=CC=C(C(=O)C2=CC=CC=C2)C=C1)=C